2,2-difluoro-N-methyl-N-(2-((4aS,5aR)-5a-methyl-1,4,4a,5,5a,6-hexahydrocyclopropa[f]indazol-3-yl)-1H-benzo[d]imidazol-5-yl)-2-(tetrahydro-2H-pyran-4-yl)acetamide FC(C(=O)N(C1=CC2=C(NC(=N2)C2=NNC=3C[C@@]4([C@H](CC23)C4)C)C=C1)C)(C1CCOCC1)F